BrC1=C(C=NC=C1)OCC(=O)OCC1=CC=CC=C1 benzyl 2-[(4-bromopyridin-3-yl)oxy]acetate